5-(O-tolyloxymethyl)oxazol-2(3H)-one C1(=C(C=CC=C1)OCC1=CNC(O1)=O)C